N-((2-morpholinopyridin-3-yl)methyl)pyridazine-4-carboxamide O1CCN(CC1)C1=NC=CC=C1CNC(=O)C1=CN=NC=C1